N-(4-(1-(3,5-difluorobenzoyl)-3-methyl-1,2,3,6-tetrahydropyridin-4-yl)-1H-pyrrolo[2,3-b]pyridin-6-yl)cyclopropylcarboxamide FC=1C=C(C(=O)N2CC(C(=CC2)C2=C3C(=NC(=C2)NC(=O)C2CC2)NC=C3)C)C=C(C1)F